ClC1=CC=CC2=C1C(=NO2)NS(=O)(=O)C2=C(C=CC=C2)COC N-(4-chlorobenzo[d]isoxazol-3-yl)-2-(methoxymethyl)benzenesulfonamide